NC1=NC=2C=CC(=CC2C2=C1N=C(N2)CCCC)N2CCN(CC2)CCOCCOCCOCCOCCOCCOCCC 1-(4-(4-amino-2-butyl-1H-imidazo[4,5-c]quinolin-8-yl)piperazin-1-yl)-3,6,9,12,15,18-hexaoxaheneicosane